3-methoxy-2-methylbutanol COC(C(CO)C)C